2-(2,6-dioxopiperidin-3-yl)-4-(((1-(1-(1-methyl-1H-pyrazole-4-carbonyl)piperidin-4-yl)-1H-pyrazol-4-yl)methyl)amino)isoindoline-1,3-dione O=C1NC(CCC1N1C(C2=CC=CC(=C2C1=O)NCC=1C=NN(C1)C1CCN(CC1)C(=O)C=1C=NN(C1)C)=O)=O